C1(=CC=CC=C1)C1[C@](N(CC1)O)(CO)C1=CC=CC=C1 diphenyl-(hydroxy)prolinol